O[C@H]1[C@H](O)[C@@H](O)[C@H](O)[C@H](O1)CO beta-D(+)-glucose